3α-androstanediol C[C@@]12[C@@H](O)CC[C@H]1[C@@H]1CC[C@H]3C[C@H](O)CC[C@]3(C)[C@H]1CC2